2-((4-(cyclooctyloxy)-3-hydroxy-2-methylene-4-oxobutanoyl)oxy)acetic acid C1(CCCCCCC1)OC(C(C(C(=O)OCC(=O)O)=C)O)=O